FC=1C(=CC(=NC1)OC)[C@H](C(=O)N1C[C@H](CC1)NC1=NC(=C(C=C1)C=1N=NN(N1)C)C)C (2R)-2-(5-Fluoro-2-methoxypyridin-4-yl)-1-[(3S)-3-{[6-methyl-5-(2-methyl-2H-tetrazol-5-yl)pyridin-2-yl]amino}pyrrolidin-1-yl]propan-1-one